ClC1=CC(=NN1C)O 5-chloro-3-hydroxy-1-methyl-1H-pyrazole